The molecule is a metalloporphyrin that is sirohydrochlorin in which the four nitrogen atoms are bound to a central cobalt atom. It derives from a sirohydrochlorin. It is a conjugate acid of a cobalt-sirohydrochlorin(8-). C[C@@]1([C@@H](C2=CC3=NC(=CC4=C(C(=C([N-]4)C=C5[C@@]([C@@H](C(=N5)C=C1[N-]2)CCC(=O)O)(C)CC(=O)O)CC(=O)O)CCC(=O)O)C(=C3CC(=O)O)CCC(=O)O)CCC(=O)O)CC(=O)O.[Co]